(R)-4-((1-(2-methyl-3-(trifluoromethyl)phenyl)prop-2-yn-1-yl)amino)-6-(tetrahydro-2H-pyran-4-yl)pyrido[4,3-d]pyrimidin-7(6H)-one CC1=C(C=CC=C1C(F)(F)F)[C@@H](C#C)NC=1C=2C(N=CN1)=CC(N(C2)C2CCOCC2)=O